C(CCC)C=1C=C(CCl)C=CC1 3-(n-butyl)benzyl chloride